Cl.[Br-].C(CCCCCCCCCCCCCCC)[N+](C)(C)C cetyl-trimethyl-ammonium bromide HCL